FC=1C=C(C#N)C=C(C1)CO[C@H](COCCCCCCCCCCCCCCC)COC(C1=CC=CC=C1)(C1=CC=CC=C1)C1=CC=CC=C1 (R)-3-fluoro-5-(((1-(pentadecyloxy)-3-(trityloxy)propan-2-yl)oxy)methyl)benzonitrile